O1C(=NC2=C1C=CC=C2)C2=C(C(=C(C(=C2C2=CC=C(C=C2)N2C1=CC=CC=C1C=1C=C(C=CC21)C)C2=CC=C(C=C2)N2C1=CC=CC=C1C=1C=C(C=CC21)C)C2=CC=C(C=C2)N2C1=CC=C(C=C1C=1C=C(C=CC21)C)C)C2=CC=C(C=C2)N2C1=CC=CC=C1C=1C=C(C=CC21)C)C#N 4'-(benzo[d]oxazol-2-yl)-4-(3,6-dimethyl-9H-carbazol-9-yl)-4''-(3-methyl-9H-carbazol-9-yl)-5',6'-bis(4-(3-methyl-9H-carbazol-9-yl)phenyl)-[1,1':2',1''-terphenyl]-3'-carbonitrile